C(C)(C)(C)OC(=O)N1C(CC(/C(/C1)=C/C1=CC=CC=C1)=O)(C)C (5E)-5-benzylidene-2,2-dimethyl-4-oxopiperidine-1-carboxylic acid tert-butyl ester